C(CCCCCCC)OC(CCCCCC\C=C/CCO)OCCCCCCCC (3Z)-11,11-dioctyloxy-3-undecen-1-ol